S1C(=NC=C1)NC(=O)C1=NC=NC(=C1)C1=CC(=C(C=C1)Cl)Cl 6-(3,4-dichloro-phenyl)-pyrimidine-4-carboxylic acid thiazol-2-ylamide